(3'-((2-ethylhexyl)oxy)-5'-pentadecyl-[1,1'-biphenyl]-4-yl)methyl 4-(4-(2-hydroxyethyl)piperazin-1-yl)butanoate OCCN1CCN(CC1)CCCC(=O)OCC1=CC=C(C=C1)C1=CC(=CC(=C1)CCCCCCCCCCCCCCC)OCC(CCCC)CC